CC1(C(C2=CC(=CC=C2CC1)C1=CC=C(C=C1)OC(F)(F)F)NC(O[C@@H]1CN2CCC1CC2)=O)C (S)-quinuclidin-3-yl (2,2-dimethyl-7-(4-(trifluoromethoxy)phenyl)-1,2,3,4-tetrahydronaphthalen-1-yl)carbamate